trans-3-ethoxy-N-(4-methyl-3-(pyridin-2-yl)phenyl)-6-azabicyclo[3.1.1]heptane-6-carboxamide C(C)OC1CC2N(C(C1)C2)C(=O)NC2=CC(=C(C=C2)C)C2=NC=CC=C2